deoxy-2'-fluoroguanosine-5'-triphosphate P(O)(=O)(OP(=O)(O)OP(=O)(O)O)OC[C@@H]1[C@H]([C@H]([C@@H](O1)N1C=NC=2C(=O)NC(N)=NC12)F)O